C(C)SC1=NC(=CC(=C1C(=O)NCC1=CC(=C(C=C1)F)COC)C)N1[C@@H](COCC1)C 2-Ethylsulfanyl-N-[[4-fluoro-3-(methoxymethyl)-phenyl]methyl]-4-methyl-6-[(3R)-3-methyl-morpholin-4-yl]-pyridine-3-carboxylic acid amide